S.[NH4+] Ammonium hydrogensulfid